COC1=C2C=NN(C2=CC(=C1C1=CC=CN2C=CC=C12)C(F)(F)F)C 8-(4-methoxy-1-methyl-6-(trifluoromethyl)-1H-indazol-5-yl)indolizine